[Li+].P([O-])([O-])([O-])=O.[Li+].[Li+] phosphoric acid-lithium salt